N1C=CC=2C1=NC=C(C2)OC=2C=C(C=CC2)NC(=O)NC2=CC(=C(C=C2)Cl)C(F)(F)F 1-(3-((1H-pyrrolo[2,3-b]pyridin-5-yl)oxy)phenyl)-3-(4-chloro-3-trifluoromethylphenyl)urea